(R,Z)-1-(4-hydroxy-4-(8-methoxy-1-methyl-4-((1-(2-methyl-3-(trifluoro-methyl)phenyl)ethyl)imino)-1,4-dihydropyrido[3,4-d]pyrimidin-6-yl)piperidin-1-yl)ethan-1-one OC1(CCN(CC1)C(C)=O)C1=CC/2=C(N(C=N\C2=N/[C@H](C)C2=C(C(=CC=C2)C(F)(F)F)C)C)C(=N1)OC